(S)-2-amino-3-(3-(4-((5-(trifluoromethyl)pyridin-2-yl)oxy)phenyl)-1,2,4-oxadiazol-5-yl)propan N[C@@H](C)CC1=NC(=NO1)C1=CC=C(C=C1)OC1=NC=C(C=C1)C(F)(F)F